N1(CCOCC1)C(=S)NNC(=O)C1=NC=CN=C1 N'-(Morpholin-4-carbothioyl)pyrazin-2-carbohydrazid